5-chloro-2-[(3R,4S,5S)-4-fluoro-3-hydroxy-5-methyl-1-piperidinyl]-6-[[3-(3-hydroxy-3-methyl-butyl)-1-methyl-2-oxo-benzimidazol-5-yl]amino]pyridine-3-carbonitrile ClC=1C=C(C(=NC1NC1=CC2=C(N(C(N2CCC(C)(C)O)=O)C)C=C1)N1C[C@H]([C@H]([C@H](C1)C)F)O)C#N